ClC=1C=C(C=C(C1)NS(=O)(=O)C)C1=C(N(N=C1NC1=CC=CC=C1)COCC[Si](C)(C)C)C(=O)N (3-chloro-5-methanesulfonamidophenyl)-5-(phenylamino)-2-{[2-(trimethylsilyl)ethoxy]methyl}pyrazole-3-carboxamide